2-(1-(3-(pyridine-3-sulfonamido)phenyl)-1H-1,2,3-triazol-4-yl)isonicotinic acid N1=CC(=CC=C1)S(=O)(=O)NC=1C=C(C=CC1)N1N=NC(=C1)C=1C=C(C(=O)O)C=CN1